(2-methyl-4-(5-methylfuran-2-yl)furo[3,2-c]pyridin-6-yl)methanol CC1=CC=2C(=NC(=CC2O1)CO)C=1OC(=CC1)C